C(C1=CC=CC=C1)N1CC=2C(=C(N=C(C2CC1)N1CCN(CC1)C(=O)OC(C)(C)C)N1CCOCC1)C#N tert-butyl 4-(6-benzyl-4-cyano-3-morpholino-5,6,7,8-tetrahydro-2,6-naphthyridin-1-yl)piperazine-1-carboxylate